C(#N)C(C)(C)N1C=C(C=C1)C(=O)OC methyl 1-(2-cyanoprop-2-yl)-1H-pyrrole-3-carboxylate